3-bromo-5-(pyrazin-2-ylamino)-1-((2-(trimethylsilyl)ethoxy)methyl)-1H-pyrazole-4-carboxamide BrC1=NN(C(=C1C(=O)N)NC1=NC=CN=C1)COCC[Si](C)(C)C